N-(3-fluoro-4-((3-(((R)-1-hydroxypropan-2-yl)amino)-1H-pyrazolo[3,4-b]pyridin-4-yl)oxy)phenyl)-5-(4-fluorophenyl)-6-oxo-5-azaspiro[2.5]octane-7-carboxamide FC=1C=C(C=CC1OC1=C2C(=NC=C1)NN=C2N[C@@H](CO)C)NC(=O)C2C(N(CC1(CC1)C2)C2=CC=C(C=C2)F)=O